C[C@H]1C[C@H](NCC1)C(=O)OCC.C[Si](C=C[Si](OCC)(OCC)C)(OCC)OCC 1,2-bis(methyldiethoxysilyl) ethylene ethyl (2s,4r)-4-methyl-2-piperidinecarboxylate